C(C1CO1)OC(C1=CC=C(C=C1)C(C)(C)C)=O 4-tertiary butyl-benzoic acid glycidyl ester